(4-amino-1,3-dihydrofuro[3,4-c]quinolin-8-yl)-[rac-(3S)-3-(p-tolyl)morpholin-4-yl]methanone NC1=NC=2C=CC(=CC2C2=C1COC2)C(=O)N2[C@H](COCC2)C2=CC=C(C=C2)C |r|